4-(4-methylpiperazin-1-yl)-N-(quinolin-8-yl)-3-(trifluoromethyl)benzamide CN1CCN(CC1)C1=C(C=C(C(=O)NC=2C=CC=C3C=CC=NC23)C=C1)C(F)(F)F